heptadecan-9-yl 8-((3-(methylsulfonamido)propyl)(6-(((nonyloxy)carbonyl)oxy)hexyl)amino)octanoate CS(=O)(=O)NCCCN(CCCCCCCC(=O)OC(CCCCCCCC)CCCCCCCC)CCCCCCOC(=O)OCCCCCCCCC